bismuth hexaneate C(CCCCC)(=O)[O-].[Bi+3].C(CCCCC)(=O)[O-].C(CCCCC)(=O)[O-]